6-(5-(difluoromethoxy)pyridin-2-yl)-1-(2-morpholinylethyl)-2-oxo-N-(spiro[3.3]hept-2-yl)-1,2-dihydro-1,8-naphthyridine-3-carboxamide FC(OC=1C=CC(=NC1)C=1C=C2C=C(C(N(C2=NC1)CCN1CCOCC1)=O)C(=O)NC1CC2(C1)CCC2)F